4-propyl-7-oxabicyclo[4.1.0]heptane C(CC)C1CCC2OC2C1